CC(C(OC1=NC=C(C=C1)B1OC(C(O1)(C)C)(C)C)C(F)(F)F)C 2-[2-methyl-1-(trifluoromethyl)propoxy]-5-(4,4,5,5-tetramethyl-1,3,2-dioxaborolan-2-yl)pyridine